CC=1C2=C(N=CN1)N(C=C2)[C@@H]2O[C@@H]([C@H]1OC(O[C@H]12)(C)C)[C@@H]1OCOC2=C1C=CC(=C2F)F 4-methyl-7-[(3aR,4R,6R,6aR)-2,2-dimethyl-6-[(4R)-7,8-difluoro-4H-1,3-benzodioxin-4-yl]-3a,4,6,6a-tetrahydrofuro[3,4-d][1,3]dioxol-4-yl]pyrrolo[2,3-d]pyrimidine